P(O)(=O)(OP(=O)(O)OP(=O)(O)O)OC[C@@H]1[C@H]([C@H]([C@@H](O1)N1C=NC=2C(N)=NC(=NC12)N)O)O 2-amino-adenosine-5'-triphosphate